CC1=C(SC=2N=C(N=C(C21)N(CCN2C(CCC2)=O)C)C2=NC=CC=C2)C 1-(2-{[5,6-dimethyl-2-(pyridin-2-yl)thieno[2,3-d]pyrimidin-4-yl](methyl)amino}ethyl)pyrrolidin-2-one